CC(C(CC(C)=O)=O)(C)C 5,5-dimethylhexane-2,4-dione